7-(5-(chlorodifluoromethyl)-1,2,4-oxadiazol-3-yl)-N-((3-(dimethylamino)phenyl)(methyl)(oxo)-λ6-sulfaneylidene)imidazo[1,2-a]pyridine-2-carboxamide ClC(C1=NC(=NO1)C1=CC=2N(C=C1)C=C(N2)C(=O)N=S(=O)(C)C2=CC(=CC=C2)N(C)C)(F)F